COC(C1=C(C=C(C=C1O)OCCCF)C=CC1=CC=C(C=C1)F)=O methyl-4-(3-fluoropropoxy)-2-(4-fluorostyryl)-6-hydroxybenzoate